COC(C1=C(N=C(C(=C1I)F)Cl)Cl)=O 2,6-dichloro-5-fluoro-4-iodonicotinic acid methyl ester